FC(C)(F)C1OC2=C(C(=NC(=C2)S(=O)(=O)C)C2=CN(C3=CN=C(C=C32)NC(C)=O)C([2H])([2H])[2H])OC1 N-(3-(2-(1,1-difluoroethyl)-7-(methylsulfonyl)-2,3-dihydro-[1,4]dioxino[2,3-c]pyridin-5-yl)-1-(methyl-d3)-1H-pyrrolo[2,3-c]pyridin-5-yl)acetamide